N1CCC(=CC1)C1=CC=C(S1)C(=O)NC1=CC=C(C=C1)C=1CCNCC1 5-(1,2,3,6-tetrahydropyridin-4-yl)-N-(4-(1,2,3,6-tetrahydropyridin-4-yl)phenyl)thiophene-2-carboxamide